(3-Fluorophenyl)methane-d2-ol FC=1C=C(C=CC1)C(O)([2H])[2H]